hexylethylene naphthalate C1(=CC=CC2=CC=CC=C12)C(=O)O.C(CCCCC)C=C